FC1(CN(C[C@@H]1OC1=CC(=NC=C1)C(F)(F)F)C=1C=2N(N=C(C1)C=1C(NC(NC1)=O)=O)C(=CN2)F)F (S)-5-(8-(3,3-difluoro-4-((2-(trifluoromethyl)pyridin-4-yl)oxy)pyrrolidin-1-yl)-3-fluoroimidazo[1,2-b]pyridazin-6-yl)pyrimidine-2,4(1H,3H)-dione